BrC=1C=NC=C(C(=O)NC2[C@H]3CC(C[C@@H]23)(O)C2=C3C=NNC3=CC(=C2)Cl)C1 5-bromo-N-((1R,3r,5S,6r)-3-(6-chloro-1H-indazol-4-yl)-3-hydroxybicyclo[3.1.0]hexan-6-yl)nicotinamide